(1S,5R,6R)-6-(4-fluorophenyl)-8-methyl-8-azabicyclo[3.2.1]octane FC1=CC=C(C=C1)[C@@H]1[C@H]2CCC[C@@H](C1)N2C